ethyl 2-(4,5-dichloro-2-methyl-3,6-dioxo-pyridazin-1-yl)acetate ClC=1C(N(N(C(C1Cl)=O)CC(=O)OCC)C)=O